CC=1C=C(C=C(C1)C)C1=NC=CC2=CC(=CC=C12)C1=CC=CC=C1 1-(3,5-dimethylphenyl)-6-phenylisoquinoline